4-(2-(4-(3-(6-Cyano-5-(trifluoromethyl)pyridin-3-yl)-5,5-dimethyl-4-oxo-2-thioxoimidazolidin-1-yl)-2-(2-fluoroethyl)phenoxy)ethyl)piperazine-1-carboxylic acid tert-butyl ester C(C)(C)(C)OC(=O)N1CCN(CC1)CCOC1=C(C=C(C=C1)N1C(N(C(C1(C)C)=O)C=1C=NC(=C(C1)C(F)(F)F)C#N)=S)CCF